ClC1=CC(=C(C=C1)[C@@]1(OC2=C(O1)C=CC=C2C2CCN(CC2)CC=2N(C(=C(N2)C)C=2OC=C(N2)C(=O)O)C[C@H]2OCC2)C)F 2-(2-((4-((S)-2-(4-chloro-2-fluorophenyl)-2-methylbenzo[d][1,3]dioxol-4-yl)piperidin-1-yl)methyl)-4-methyl-1-(((S)-oxetan-2-yl)methyl)-1H-imidazol-5-yl)oxazole-4-carboxylic acid